rhodium-cadmium [Cd].[Rh]